1-(5-hydroxy-2-(4-hydroxyphenyl)-1-phenyl-4-(piperidin-1-ylmethyl)-1H-indol-3-yl)ethan-1-one OC=1C(=C2C(=C(N(C2=CC1)C1=CC=CC=C1)C1=CC=C(C=C1)O)C(C)=O)CN1CCCCC1